OC=1C=C(C=C(C1O)O)\C=C\C1=CC=C(C=C1)[N+](=O)[O-] 3,4,5-trihydroxy-4'-nitro-trans-stilbene